rel-5-(2-fluoro-6-hydroxy-3-(((1S,2S)-2-((methylamino)methyl)cyclopropyl)ethynyl)phenyl)-1,2,5-thiadiazolidin-3-one 1,1-dioxide FC1=C(C(=CC=C1C#C[C@@H]1[C@H](C1)CNC)O)N1CC(NS1(=O)=O)=O |o1:9,10|